OC1=CC=C2C[C@@H](NCC2=C1)C(=O)N[C@@H](C(C)C)CN1C(CCCC1)C (3R)-7-hydroxy-N-{(1S)-2-methyl-1-[(2-methylpiperidin-1-yl)methyl]Propyl}-1,2,3,4-tetrahydroisoquinoline-3-carboxamide